C(=CC1=CC=C(C=C1)C1=CC=CC=C1)C1=CC=C(C=C1)C1=CC=CC=C1 4,4''-(1,2-ethenediyl)bis-1,1'-biphenyl